C(#CC)C1=CN=CC2=CC=C(C=C12)C(=O)N 4-(prop-1-yn-1-yl)isoquinoline-6-carboxamide